1H-BENZIMIDAZOLE-6-CARBOXAMIDE N1C=NC2=C1C=C(C=C2)C(=O)N